C(C1=CC=CC=C1)OC=1C(=NC=NC1C)C(=O)N1CCC2(C=3C(N4C(NC3CCC2)=NC(=N4)C=4CCOCC4)=O)CC1 1-(5-(benzyloxy)-6-methylpyrimidine-4-carbonyl)-2'-(3,6-dihydro-2H-pyran-4-yl)-6',7'-dihydro-4'H-spiro[piperidine-4,8'-[1,2,4]triazolo[5,1-b]quinazolin]-9'(5'H)-one